N-(3,3,3-trifluoro-2,2-dihydroxypropyl)-4-(trifluoromethoxy)benzamide FC(C(CNC(C1=CC=C(C=C1)OC(F)(F)F)=O)(O)O)(F)F